C(N)(=O)C1=CC=C(S1)C=1C=C(C=C(C1)C=1C=NN(C1)C)C(C)NC(=O)C=1C=C(CNC(OC(C)(C)C)=O)C=CC1C tert-butyl (3-((1-(3-(5-carbamoylthiophen-2-yl)-5-(1-methyl-1H-pyrazol-4-yl)phenyl)ethyl)carbamoyl)-4-methylbenzyl)carbamate